3-cyclohexyl propanoate (allyl cyclohexanepropionate) C(C=C)C1(CCCCC1)CCC(=O)O.C(CC)(=O)OC1CCCCC1